C(C=C)(=O)NCCC[N+](C)(C)[O-] 3-acrylamido-N,N-dimethylpropane-1-amine oxide